1-(4-fluorophenyl)-2-imidazolidinylideneethanone FC1=CC=C(C=C1)C(C=C1NCCN1)=O